CN1C(=NC(=C1)[N+](=O)[O-])C 1,2-Dimethyl-4-nitro-1H-imidazole